2-acetoxy-5-(3,4-dihydro-2H-pyrrol-2-yl)benzoic acid C(C)(=O)OC1=C(C(=O)O)C=C(C=C1)C1N=CCC1